N=1N=C(N2C1C=CC=C2)N2C[C@@H](C[C@H](C2)O[Si](C2=CC=CC=C2)(C2=CC=CC=C2)C(C)(C)C)N (3R,5R)-1-([1,2,4]triazolo[4,3-a]pyridin-3-yl)-5-((tert-butyldiphenylsilyl)oxy)piperidin-3-amine